C1=CC=C(C=C1)C(C(C(=O)O)N)O DL-3-Phenylserine